4-(6-methylpyridin-3-yl)-N-(3-(methylsulfonamido)phenyl)thiophene-2-carboxamide CC1=CC=C(C=N1)C=1C=C(SC1)C(=O)NC1=CC(=CC=C1)NS(=O)(=O)C